ethyl 6-cyclopropyl-2-(hydroxymethyl)imidazo[1,2-a]pyridine-8-carboxylate C1(CC1)C=1C=C(C=2N(C1)C=C(N2)CO)C(=O)OCC